OS(=O)(=O)C(F)(F)F.C(CCC)N1CN(C=C1)CCCC 1,3-dibutyl-imidazole triflate